(5R)-2-(2-Methoxypyridin-4-yl)-5-methyl-N-[(3S)-2-oxo-5-phenyl-1,3-dihydro-1,4-benzodiazepin-3-yl]-6,7-dihydro-5H-pyrazolo[5,1-b][1,3]oxazine-3-carboxamide COC1=NC=CC(=C1)C1=NN2C(O[C@@H](CC2)C)=C1C(=O)N[C@@H]1C(NC2=C(C(=N1)C1=CC=CC=C1)C=CC=C2)=O